C1N(CCC12CCOCC2)CCCOC=2C(=C(C=CC2)C2=C(C(=CC=C2)C=2SC1=C(CN(CC1)C(=O)OC(C)(C)C)N2)C)C tert-butyl 2-(3'-(3-(8-oxa-2-azaspiro[4.5]dec-2-yl) propoxy)-2,2'-dimethyl-[1,1'-biphenyl]-3-yl)-6,7-dihydrothiazolo[4,5-c]pyridine-5(4H)-carboxylate